ClC1=CC(=C(O[C@H](C(=O)O)C)C=C1)C=1SC=CN1 (S)-2-[4-chloro-2-(1,3-thiazol-2-yl)phenoxy]propionic acid